(((9aR,10S)-10-((R)-(2,3-difluorophenyl)(phenyl)methyl)-3,5-dioxo-3,5,8,9,9a,10-hexahydro-7H-pyrrolo[1',2':4,5]pyrazino[1,2-b]pyridazin-4-yl)oxy)methyl isopropyl carbonate C(OCOC1=C2N(N=CC1=O)[C@H]([C@@H]1N(C2=O)CCC1)[C@H](C1=CC=CC=C1)C1=C(C(=CC=C1)F)F)(OC(C)C)=O